1-methyl-2-(pyridin-3-yl)-N-(1-(tetrahydro-2H-pyran-4-yl)-1H-pyrazol-4-yl)-1H-pyrrolo[3,2-c]pyridin-6-amine CN1C(=CC=2C=NC(=CC21)NC=2C=NN(C2)C2CCOCC2)C=2C=NC=CC2